(5-(3,5-dichlorophenyl)-5-(trifluoromethyl)-4,5-dihydroisoxazol-3-yl) phenyl-4-nitrobenzoate C1(=CC=CC=C1)C1=C(C(=O)OC2=NOC(C2)(C(F)(F)F)C2=CC(=CC(=C2)Cl)Cl)C=CC(=C1)[N+](=O)[O-]